The molecule is a phenyl sulfate oxoanion that is the conjugate base of 4-vinylguaiacol sulfate, obtained by deprotonation of the sulfo group; major species at pH 7.3. It is a conjugate base of a 4-vinylguaiacol sulfate. COC1=C(C=CC(=C1)C=C)OS(=O)(=O)[O-]